ClC=1C=C(C=CC1)CN1C2=C(C=CC=C2C=2CCC(CC12)CCCCCC)C(=O)O 9-[(3-chlorophenyl)methyl]-2-hexyl-2,3,4,9-tetrahydro-1H-carbazole-8-carboxylic acid